(Z)-dec-4-en-1-yl 7-((8,8-bis(((Z)-oct-5-en-1-yl)oxy)octyl)(2-hydroxyethyl)amino)heptanoate C(CCC\C=C/CC)OC(CCCCCCCN(CCCCCCC(=O)OCCC\C=C/CCCCC)CCO)OCCCC\C=C/CC